(1S,4S,5R)-1',3'-Dihydro-6,8-dioxaspiro[bicyclo[3.2.1]octane-3,2'-inden]-4-yl (1R,2S,3S,4S)-3-(trifluoromethyl)bicyclo[2.2.1]hept-5-ene-2-carboxylate FC([C@@H]1[C@H]([C@H]2C=C[C@@H]1C2)C(=O)O[C@@H]2[C@@H]1OC[C@H](CC23CC2=CC=CC=C2C3)O1)(F)F